N,N'-bis(4-ethoxyphenyl)cyclopropane-1,1-diamide C(C)OC1=CC=C(C=C1)NC(=O)C1(CC1)C(=O)NC1=CC=C(C=C1)OCC